tert-butyl (N-(2-((5-chloro-2-((4-(4-(dimethylamino)piperidin-1-yl)-2-methoxyphenyl)amino)pyrimidin-4-yl)amino)phenyl)sulfamoyl)carbamate ClC=1C(=NC(=NC1)NC1=C(C=C(C=C1)N1CCC(CC1)N(C)C)OC)NC1=C(C=CC=C1)NS(=O)(=O)NC(OC(C)(C)C)=O